FC1=CC=C2C(C(NC2=C1F)=O)(CC(C)C)O 6,7-difluoro-3-hydroxy-3-isobutylindolin-2-one